N-[(2-methylpyridin-4-yl)methyl]-1-(6-nitropyridin-3-yl)piperidin-3-amine CC1=NC=CC(=C1)CNC1CN(CCC1)C=1C=NC(=CC1)[N+](=O)[O-]